4-(2-fluoro-4-nitrophenoxy)-7-methoxyquinoline-6-carboxamide FC1=C(OC2=CC=NC3=CC(=C(C=C23)C(=O)N)OC)C=CC(=C1)[N+](=O)[O-]